The molecule is a polyunsaturated fatty acid that is octadecapentaenoic acid in which the five double bonds are located at positions 2, 4, 6, 8 and 10 (the all-trans-geoisomer). It has a role as a human blood serum metabolite. It is a polyunsaturated fatty acid, a long-chain fatty acid and a straight-chain fatty acid. CCCCCCC/C=C/C=C/C=C/C=C/C=C/C(=O)O